[Cl-].C(CCCCCCC\C=C/CCCCCCCC)OC(C[N+](C)(C)C)COCCCCCCCC\C=C/CCCCCCCC 2,3-dioleoxypropyltrimethylammonium chloride